(S)-Methyl 2-(2-chlorophenyl)-2-((2-(thiophen-2-yl)ethyl)amino)acetate ClC1=C(C=CC=C1)[C@@H](C(=O)OC)NCCC=1SC=CC1